COC=1C(=C2C=CNC2=C(C1)C)O[C@H]1[C@H](CN(CC1)CCC(F)(F)F)C1=CC=C(C(=O)O)C=C1 |r| (±)-rel-(3S,4R)-4-(4-((5-methoxy-7-methyl-1H-indol-4-yl)oxy)-1-(3,3,3-trifluoropropyl)piperidin-3-yl)benzoic acid